FC(CCCC(=O)CCCC(F)(F)F)(F)F Trifluorobutylketone